2-(4-Chloro-benzothiazol-2-ylamino)-1-methyl-1H-benzoimidazole-5-carboxylic acid [2-(2-amino-ethoxy)-ethyl]-amide NCCOCCNC(=O)C1=CC2=C(N(C(=N2)NC=2SC3=C(N2)C(=CC=C3)Cl)C)C=C1